(R)-2-amino-5-(4-(2-hydroxy-2-(2-methylthiazol-4-yl)acetamido)-2-methylphenyl)-N-isopropylnicotinamide NC1=C(C(=O)NC(C)C)C=C(C=N1)C1=C(C=C(C=C1)NC([C@@H](C=1N=C(SC1)C)O)=O)C